1-(4-bromo-1-methyl-3-phenyl-1H-pyrazol-5-yl)-3-((3S,4R)-4-(3,4-difluorophenyl)-1-(2-methoxyethyl)pyrrolidin-3-yl)urea BrC=1C(=NN(C1NC(=O)N[C@@H]1CN(C[C@H]1C1=CC(=C(C=C1)F)F)CCOC)C)C1=CC=CC=C1